1-Methyl-2-(6-trifluoromethoxy-benzothiazol-2-ylamino)-1H-benzoimidazole-5-carboxylic acid [2-((S)-2-hydroxy-propionylamino)-ethyl]-amide O[C@H](C(=O)NCCNC(=O)C1=CC2=C(N(C(=N2)NC=2SC3=C(N2)C=CC(=C3)OC(F)(F)F)C)C=C1)C